6-chloro-5-(2-fluoro-5-hydroxy-phenyl)-1-methyl-7-(trifluoromethyl)-3H-1,4-benzodiazepine-2-One ClC1=C(C=CC2=C1C(=NCC(N2C)=O)C2=C(C=CC(=C2)O)F)C(F)(F)F